2-[3-(Ethylsulfonyl)-6-fluoropyridin-2-yl]-7-(trifluoromethyl)imidazo[1,2-c]pyrimidine C(C)S(=O)(=O)C=1C(=NC(=CC1)F)C=1N=C2N(C=NC(=C2)C(F)(F)F)C1